3,3-Difluoro-N-(2-fluoro-4-(8-isopropyl-2-(methylthio)-7-oxo-7,8-dihydropteridin-6-yl)phenyl)butane-1-sulfonamide FC(CCS(=O)(=O)NC1=C(C=C(C=C1)C1=NC=2C=NC(=NC2N(C1=O)C(C)C)SC)F)(C)F